BrC\C(\C(=O)O)=N/NC(N)=O (2Z)-3-bromo-2-(carbamoylhydrazono)propionic acid